6-(2-chloro-6-fluorophenyl)-2-((3,5-dimethyl-4-(4-methylpiperazin-1-yl)phenyl)amino)-8,9-dihydroimidazo[1,2-a]pyrimido[5,4-e]pyrimidin-5(6H)-one ClC1=C(C(=CC=C1)F)N1C=2N(C3=C(C1=O)C=NC(=N3)NC3=CC(=C(C(=C3)C)N3CCN(CC3)C)C)CCN2